FC1=CC(=NC=C1NC(C1=CN=C(C=C1)C(F)(F)F)=O)C=1N=NN(C1NC(O[C@H](C)C=1C(=NC=CC1)Cl)=O)C (R)-1-(2-chloropyridin-3-yl)ethyl (4-(4-fluoro-5-(6-(trifluoromethyl)nicotinamido) pyridin-2-yl)-1-methyl-1H-1,2,3-triazol-5-yl)carbamate